hydroxyethylamino-2-nitrobenzene OCCNC1=C(C=CC=C1)[N+](=O)[O-]